C(C)(C)(C)C1=C(C(=CC(=C1)C(C)(C)C)C(C)(C)C)P(O)(O)OCC(CO)(CC)CCCC (2-butyl-2-ethyl-1,3-propanediol) 2,4,6-tri-tert-butylphenyl-phosphite